NC1=C2C(=NC=N1)N(N=C2Br)[C@H]2CC[C@H](CC2)NC(OC(C)(C)C)=O tert-Butyl (cis-4-(4-amino-3-bromo-1H-pyrazolo[3,4-d]pyrimidin-1-yl)cyclohexyl)carbamate